2-methoxy-N-((5-(2-((1-methyl-1H-pyrazolo[3,4-d]pyrimidin-4-yl)thio)acetyl)thiophen-2-yl)methyl)acetamide COCC(=O)NCC=1SC(=CC1)C(CSC1=C2C(=NC=N1)N(N=C2)C)=O